ClC=1C=C(C=CC1)[C@H]1O[P@@](OCC1)(=O)COC1=CC(=C(C(=C1)C)CC1=CC(=C(C=C1)O)C(C)C)C (2R,4S)-4-(3-chlorophenyl)-2-[(3,5-dimethyl-4-(4-hydroxy-3-isopropylbenzyl)phenoxy)methyl]-2-oxido-[1,3,2]-dioxaphosphinane